3-(dodecylthio)hexan-1-ol C(CCCCCCCCCCC)SC(CCO)CCC